FC=1C=C2C(=NNC2=CC1OCCOC)C1=CC(=NO1)C1=CC=C(C(=O)N2CC(C2)C#N)C=C1 1-(4-{5-[5-fluoro-6-(2-methoxyethoxy)-1H-indazol-3-yl]-1,2-oxazol-3-yl}benzoyl)azetidine-3-carbonitrile